S(=O)(=O)([O-])[O-].[Ag+].[Ag+] silver-silver sulphate